2-((2S)-4-(5-(8-chloronaphthalen-1-yl)-8-(3-(dimethylamino)piperidin-1-yl)-3,4-dihydro-2H-pyrano[2,3-f]quinazolin-10-yl)-1-(2-fluoroacryloyl)piperazin-2-yl)acetonitrile ClC=1C=CC=C2C=CC=C(C12)C1=C2C(=C3C(=NC(=NC3=C1)N1CC(CCC1)N(C)C)N1C[C@@H](N(CC1)C(C(=C)F)=O)CC#N)OCCC2